ClC1=NC=CC(=N1)C1=CC=CC(=N1)C1=NOC(=C1)[C@]1(C(N([C@@H]2C[C@H]12)C)=O)O (1R,4R,5S)-4-(3-(6-(2-Chloropyrimidin-4-yl)pyridin-2-yl)isoxazol-5-yl)-4-hydroxy-2-methyl-2-azabicyclo[3.1.0]hexan-3-one